C(C1=CC=CC=C1)OCC[C@H](N)C(=O)O O-benzyl-homoserine